NC=1C(=NN(C1C(=O)OC)C1=CC=C(C=C1)C(NC1=NC=CC(=C1)C(F)(F)F)=O)C(C)C methyl 4-amino-3-isopropyl-1-(4-((4-(trifluoromethyl) pyridin-2-yl) carbamoyl) phenyl)-1H-pyrazole-5-carboxylate